4-formyl-1-(4-methoxybenzyl)-1H-pyrazole-3-carboxylic acid ethyl ester C(C)OC(=O)C1=NN(C=C1C=O)CC1=CC=C(C=C1)OC